tert-butyl 4-(2-(3,4-dichloro-5-methyl-1H-pyrrole-2-carboxamido)-5-(5-oxo-4,5-dihydro-1,3,4-oxadiazol-2-yl)phenyl)piperazine-1-carboxylate ClC1=C(NC(=C1Cl)C)C(=O)NC1=C(C=C(C=C1)C=1OC(NN1)=O)N1CCN(CC1)C(=O)OC(C)(C)C